1-N'-(4-fluorophenyl)-1-N-[4-(7-methoxy-6-pyridin-2-ylquinolin-4-yl)oxyphenyl]cyclopropane-1,1-dicarboxamide FC1=CC=C(C=C1)NC(=O)C1(CC1)C(=O)NC1=CC=C(C=C1)OC1=CC=NC2=CC(=C(C=C12)C1=NC=CC=C1)OC